iron (II) fluoroborate F[B-](F)(F)F.[Fe+2].F[B-](F)(F)F